Tert-butyl 5-(2-methoxyacetamido)-3,4-dihydroisoquinoline-2(1H)-carboxylate COCC(=O)NC1=C2CCN(CC2=CC=C1)C(=O)OC(C)(C)C